(2-methyl-5-(5-(trifluoromethyl)pyridazine-3-carboxamido)phenyl)boronic acid CC1=C(C=C(C=C1)NC(=O)C=1N=NC=C(C1)C(F)(F)F)B(O)O